4-[2-(2,4-difluorophenoxy)-5-nitro-phenyl]-6-methyl-1H-pyrrolo[2,3-c]pyridin-7-one FC1=C(OC2=C(C=C(C=C2)[N+](=O)[O-])C=2C3=C(C(N(C2)C)=O)NC=C3)C=CC(=C1)F